C(C)(C)(C)OC(=O)N1C(C(CCC1)O)CO 3-hydroxy-2-(hydroxymethyl)piperidine-1-carboxylic acid tert-butyl ester